CN(C(C)=O)C(C)CC N-methyl-N-[2-butyl]acetamide